N(C1=C(C(=O)Cl)C=CC=C1)C1=C(C(=O)Cl)C=CC=C1 iminodibenzoyl chloride